N-(5-((6-((R)-3-(3-chloro-2-fluorophenyl)-isoxazolidine-2-yl)pyrimidine-4-yl)amino)-2-(4-(4-ethylpiperazine-1-yl)piperidine-1-yl)-4-methoxyphenyl)acrylamide ClC=1C(=C(C=CC1)[C@@H]1N(OCC1)C1=CC(=NC=N1)NC=1C(=CC(=C(C1)NC(C=C)=O)N1CCC(CC1)N1CCN(CC1)CC)OC)F